C1(CCCCC1)C(C1=CN(C=2C1=NC=C(C2)C=2C(=NOC2C)C)C2=C(C=C(C(=O)OCC)C=C2OCC)OCC)(O)C2CCCCC2 ethyl 4-(3-(dicyclohexyl (hydroxy) methyl)-6-(3,5-dimethylisoxazol-4-yl)-1H-pyrrolo[3,2-b]pyridin-1-yl)-3,5-diethoxybenzoate